C=1N=CN2C1C(=CC=C2)C(=O)N2C[C@H]([C@@H](CC2)C2=CC=CC=C2)NC(=O)C=2NC(=CN2)C(C)C N-((3S,4S)-1-(imidazo[1,5-a]pyridine-8-carbonyl)-4-phenylpiperidin-3-yl)-5-isopropyl-1H-imidazole-2-carboxamide